C(C)(C)(C)OC(=O)NCC1=CC=C(C=C1)CNC(COCCOCCOCC)=O 1-(4-{[(tert-butoxycarbonyl)amino]methyl}phenyl)-3-oxo-5,8,11-trioxa-2-azatridecane